C(=C)C1=CC=C(CC(C2=NNC(=N2)N)C2=NNC(=N2)N)C=C1 1-(4-vinylbenzyl)-3,3'-methylenebis(5-amino-1H-1,2,4-triazole)